C(C)N1N=NC2=C1C=CC=C2 N-ethyl-benzotriazole